CC1=C(C2=C(N=CN=C2NC2(CC2)C)O1)C(=O)N1CC=2N=CN=C(C2CC1)C 6-methyl-5-{4-methyl-5h,6h,7h,8h-pyrido[3,4-d]pyrimidine-7-carbonyl}-N-(1-methylcyclopropyl)furo[2,3-d]pyrimidin-4-amine